(3R,3'R,6'R,9'-cis)-beta,epsilon-Carotene CC1(C)CCCC(C)=C1\C=C\C(\C)=C\C=C\C(\C)=C\C=C\C=C(/C)\C=C\C=C(/C)\C=C\[C@H]1C(C)=CCCC1(C)C